C1(CC1)C1=NN(C=C1C1=NC=CC2=C1C=NN2)[C@@H]2C[C@H](C2)CNC=2C=C1C(N(C(C1=CC2)=O)C2C(NC(CC2)=O)=O)=O 5-(((trans-3-(3-cyclopropyl-4-(1H-pyrazolo[4,3-c]pyridin-4-yl)-1H-pyrazol-1-yl)cyclobutyl)methyl)amino)-2-(2,6-dioxopiperidin-3-yl)isoindoline-1,3-dione